rac-trans-1-[2-(3-chlorophenyl)ethyl]-3-{[4-(3-methylsulfonyl-propanesulfonyl)phenoxy]methyl}-4-methylpyrrolidine ClC=1C=C(C=CC1)CCN1C[C@H]([C@@H](C1)C)COC1=CC=C(C=C1)S(=O)(=O)CCCS(=O)(=O)C |r|